ClC1=CC=2N(C(=C1)N1CCOCC1)N=C(N2)CC 4-{7-chloro-2-ethyl-[1,2,4]triazolo[1,5-a]pyridin-5-yl}morpholine